1,3-Dibutylpyrrolium chlorid [Cl-].C(CCC)[NH+]1C=C(C=C1)CCCC